N-[3-cyano-1-(cyclohexylmethyl)-1H-indol-5-yl]-6-oxo-1,6-dihydropyrimidine-4-carboxamide C(#N)C1=CN(C2=CC=C(C=C12)NC(=O)C=1N=CNC(C1)=O)CC1CCCCC1